Methyl (1S,4R)-4-[[[3-(3-chloro-5-fluorophenyl)-5-methyl-2-oxo-5-oxazolidinyl]carbonyl]amino]-2-cyclopentene-1-carboxylate ClC=1C=C(C=C(C1)F)N1C(OC(C1)(C)C(=O)N[C@H]1C=C[C@H](C1)C(=O)OC)=O